FC(=C1CCC=2C(=C(C=CC12)C1=C(N=C(N=N1)N[C@H]1CN(CCC1)C)C)O)F (R)-1-(difluoromethylene)-5-(5-methyl-3-((1-methylpiperidin-3-yl)amino)-1,2,4-triazine-6-yl)-2,3-dihydro-1H-indene-4-ol